C(C)(C)N1C(CCC2=CC(=CC=C12)Br)=O 1-isopropyl-6-bromo-3,4-dihydro-2(1H)-quinolinone